(R)-N-(4-((1-(3-(difluoromethyl)-2-fluorophenyl)ethyl)amino)-2,5-dimethyl-7-oxo-7H-pyrano[2,3-d]pyrimidin-6-yl)acrylamide FC(C=1C(=C(C=CC1)[C@@H](C)NC=1C2=C(N=C(N1)C)OC(C(=C2C)NC(C=C)=O)=O)F)F